C(#N)C1=CC(=C(CC=2C(=NC=CC2)C2=CC=CC(=C2CC2=CC(=CC=3NC=NC32)C(=O)[O-])F)C=C1)F 4-(6-((4-cyano-2-fluorobenzyl) pyridin-2-yl)-2-fluorobenzyl)-1H-benzo[d]imidazole-6-carboxylate